NC=1C(=NC(=NC1C1=C2C=NNC2=CC=C1C)C=1C=NC=CC1F)C(=O)N 5-amino-2-(4-fluoro-3-pyridyl)-6-(5-methyl-1H-indazol-4-yl)pyrimidine-4-carboxamide